4-bromo-N-(1-methyl-1,2,3-triazol-4-yl)pyridin-2-amine BrC1=CC(=NC=C1)NC=1N=NN(C1)C